CN1C(C=C(C(=C1)C1=CC=CC=C1)C1=CC=CC=C1)=O 1-methyl-4,5-diphenyl-2(1H)-pyridinone